CC1(OCC1NS(=O)(=O)C1=CC(=CC=C1)C(=O)N1CC2(C3=CC(=CC=C13)NS(=O)(=O)C)CCC1(CC2)CC1)C N-(2,2-dimethyloxetan-3-yl)-3-(5''-(methylsulfonamido)dispiro[cyclopropane-1,1'-cyclohexane-4',3''-indoline]-1''-carbonyl)benzenesulfonamide